FC(C1=CC=CC(=N1)C1CC2(C1)CCN(CC2)C(=O)C2CC1(C2)NC(OC1)=O)(F)F 2-(2-(6-(Trifluoromethyl)pyridin-2-yl)-7-azaspiro[3.5]nonane-7-carbonyl)-7-oxa-5-azaspiro[3.4]octan-6-one